3-((3S,4S)-4-amino-3-methyl-2-oxa-8-azaspiro[4.5]decan-8-yl)6-((2-chloro-3-methoxyphenyl)thio)pyrazin-2(1H)-one N[C@@H]1[C@@H](OCC12CCN(CC2)C=2C(NC(=CN2)SC2=C(C(=CC=C2)OC)Cl)=O)C